S1C=NC2=C1C(=CC=C2)C2=CC=C(C=C2)NC2CCN(CC2)C(=O)NC=2N=C(SC2)C#C 4-((4-(benzo[d]thiazol-7-yl)phenyl)amino)-N-(2-ethynylthiazol-4-yl)piperidine-1-carboxamide